C(C1=CC=CC=C1)C1(CC(CN1)CCCNC1=CC=CC(=N1)S(=O)(=O)NC(=O)C=1C(=NC(=CC1)N1N=C(C=C1)OCCC1C2(C13CC3)CC2)Cl)C N-[[6-[3-(5-benzyl-5-methyl-pyrrolidin-3-yl)propylamino]-2-pyridyl]sulfonyl]-2-chloro-6-[3-(2-dispiro[2.0.24.13]heptan-7-ylethoxy)pyrazol-1-yl]pyridine-3-carboxamide